C(=O)(O)CCSC[C@H](NC(C)=O)C(=O)O S-(2-carboxyethyl)-N-acetylcysteine